1-(4-hydroxyphenyl)-3-(3-nitrophenyl)-2-propen-1-one OC1=CC=C(C=C1)C(C=CC1=CC(=CC=C1)[N+](=O)[O-])=O